3-[4-(4-methylpiperazin-1-yl)phenyl]urea CN1CCN(CC1)C1=CC=C(C=C1)NC(N)=O